Cl.NC=1C(=CC2=NC3=CC=C(C=C3N=C2C1)N(C)C)C 3-amino-7-dimethylamino-2-methylphenazine hydrochloride